N-[4-(4-chlorobenzyl)-1-oxophthalazin-2(1H)-yl]-2-(3,5-difluorophenyl)acetamide ClC1=CC=C(CC2=NN(C(C3=CC=CC=C23)=O)NC(CC2=CC(=CC(=C2)F)F)=O)C=C1